(4z,7z,10z,13z)-hexadeca-4,7,10,13-tetraenoic acid C(CC\C=C/C\C=C/C\C=C/C\C=C/CC)(=O)O